N1B=NC=C1 [1,3,2]diazaborol